2-fluoro-6-(Z)-(1'-methyl-4-hydroxy-3-methylbut-2-en-1-ylamino)-9-(tetrahydrofuran-2-yl)-9H-purine FC1=NC(=C2N=CN(C2=N1)C1OCCC1)NC(\C=C(/CO)\C)C